thioglycerol di-oleate C(CCCCCCC\C=C/CCCCCCCC)(=O)OC(CS)COC(CCCCCCC\C=C/CCCCCCCC)=O